COC1=CC=C(CN(C2=C3C(=NC=C2)N(C=N3)C)CC3=CC=C(C=C3)OC)C=C1 N,N-bis(4-methoxybenzyl)-3-methyl-3H-imidazo[4,5-b]pyridin-7-amine